propionic acid, 5-isopropenyl-2-methyl-cyclohex-2-enyl ester C(CC)(=O)OC1C(=CCC(C1)C(=C)C)C